N-cyclopropyl-5-fluoro-2-(3-methyl-6-{4-[(1R,3S,4S)-2-azabicyclo[2.2.2]octane-3-carbonyl]piperazin-1-yl}imidazo[1,5-a]pyridin-8-yl)-N-(isopropyl)benzamide C1(CC1)N(C(C1=C(C=CC(=C1)F)C=1C=2N(C=C(C1)N1CCN(CC1)C(=O)[C@H]1NC3CCC1CC3)C(=NC2)C)=O)C(C)C